C(C1CCCO1)COCC(=O)O 2-(tetrahydrofurfurylmethoxy)acetic acid